3-(((6-Chloro-2-(trifluoromethyl)quinolin-4-yl)amino)methyl)-3-(2-chloropyridin-4-yl)azetidine-1-sulfonamide ClC=1C=C2C(=CC(=NC2=CC1)C(F)(F)F)NCC1(CN(C1)S(=O)(=O)N)C1=CC(=NC=C1)Cl